C(C)OC(C(CP(O)(=O)CC(C(OCC)=O)C)C)=O Bis(3-ethoxy-2-methyl-3-oxopropyl)phosphinic acid